2-(aminomethyl)-2-methyl-1,3-propanediamine, trihydrochloride Cl.Cl.Cl.NCC(CN)(CN)C